N-(4-((4-(4-cyano-6-methylpyrimidin-2-yl)piperazin-1-yl)sulfonyl)phenyl)-3-(3-methylisoxazol-5-yl)benzamide C(#N)C1=NC(=NC(=C1)C)N1CCN(CC1)S(=O)(=O)C1=CC=C(C=C1)NC(C1=CC(=CC=C1)C1=CC(=NO1)C)=O